CC1=C(C(=NO1)C=1C=NC(=CC1)C)COC1=CC=C(C=N1)C(=O)N[C@]1(COCC1)C |r| (RS)-6-((5-methyl-3-(6-methylpyridin-3-yl)isoxazol-4-yl)methoxy)-N-(3-methyltetrahydrofuran-3-yl)pyridine-3-carboxamide